(2R,3S)-3-(((3-((S)-1-(1H-imidazol-4-yl)ethyl)-2-methyl-benzyl)oxy)carbonyl)-2-((1-methyl-1H-imidazol-5-yl)methyl)pentyl decanoate C(CCCCCCCCC)(=O)OC[C@@H]([C@H](CC)C(=O)OCC1=C(C(=CC=C1)[C@H](C)C=1N=CNC1)C)CC1=CN=CN1C